FC(CC=1C(=NC(=NC1OC)NS(=O)(=O)C1=CNC2=C(C(=CC=C12)C(F)F)N1N=CC=N1)OC)F N-[5-(2,2-difluoroethyl)-4,6-dimethoxy-pyrimidin-2-yl]-6-(difluoromethyl)-7-(triazol-2-yl)-1H-indole-3-sulfonamide